O[C@@H]([C@@H](C)[C@H]1CC[C@H]2[C@@H]3CC[C@@H]4C[C@@](CC[C@@]4([C@H]3CC[C@]12C)C)(O)C(F)(F)F)C1=CC=C(C=C1)C (3R,5R,8R,9S,10S,13S,14S,17R)-17-((1S,2S)-1-hydroxy-1-(p-tolyl)propan-2-yl)-10,13-dimethyl-3-(trifluoromethyl)hexadecahydro-1H-cyclopenta[a]phenanthren-3-ol